(R)-6-(pyridin-3-yl)-4-azaspiro[2.4]heptane-4-carboxylic acid tert-butyl ester C(C)(C)(C)OC(=O)N1C2(CC2)C[C@@H](C1)C=1C=NC=CC1